tert-butyl 7-(4-(cis-2-(2-fluorophenyl)-6-((tetrahydro-2H-pyran-2-yl) oxy)-1,2,3,4-tetrahydronaphthalen-1-yl)phenyl)-2,7-diazaspiro[3.5]nonane-2-carboxylate FC1=C(C=CC=C1)[C@@H]1[C@@H](C2=CC=C(C=C2CC1)OC1OCCCC1)C1=CC=C(C=C1)N1CCC2(CN(C2)C(=O)OC(C)(C)C)CC1